ClC1=CC(=C(C#N)C(=C1)F)OC1=C2CC(C(C2=C(C=C1)SC(F)(F)F)O)(F)F 4-chloro-2-((2,2-difluoro-1-hydroxy-7-(trifluoromethylsulfanyl)-2,3-dihydro-1H-inden-4-yl)oxy)-6-fluorobenzonitrile